CC1(CCC2(CC1)OC=1C=C(C=CC1C=1N=C(SC12)N)C(F)(F)F)C 4',4'-dimethyl-7-(trifluoromethyl)spiro[chromeno[4,3-d]thiazole-4,1'-cyclohexan]-2-amine